BrC1=CC=C(C=C1)C(=O)C1=CC=C(C=C1)F (4-bromophenyl)(4-fluorophenyl)methanone